CN(C1=NC(=NC=C1C1=CC=C(C=C1)N1C(CCC1)=O)NC1=CN=C2OC[C@@H]3CCC(N3C2=C1)=O)C1CC(C1)O (6S)-12-[(4-{methyl[(1r,3r)-3-hydroxycyclobutyl]amino}-5-[4-(2-oxopyrrolidin-1-yl)phenyl]pyrimidin-2-yl)amino]-8-oxa-2,10-diazatricyclo[7.4.0.02,6]trideca-1(13),9,11-trien-3-one